Diisopropoxymonoethylacetoacetate Aluminum [Al+3].C(C)(C)OC(C(CC(=O)[O-])=O)(CC)OC(C)C.C(C)(C)OC(C(CC(=O)[O-])=O)(OC(C)C)CC.C(C)(C)OC(C(CC(=O)[O-])=O)(OC(C)C)CC